CC1CCC(N(C1)C(C(=O)OC)=O)C1=CC2=C(OC3(CCC3)O2)C=C1 methyl 2-(5-methyl-2-(spiro[benzo[d][1,3]dioxole-2,1'-cyclobutan]-5-yl)piperidin-1-yl)-2-oxoacetate